FCCN1CC(C1)[C@H](C)NC(=O)C=1C=NC2=C(C=CC=C2C1)C1=CC=C(C=C1)C(F)(F)F N-[(1S)-1-[1-(2-fluoroethyl)azetidin-3-yl]ethyl]-8-[4-(trifluoromethyl)phenyl]quinoline-3-carboxamide